4-((6-methoxycarbonylmethylsulfanyl-1-methyl-1H-pyrazolo[3,4-d]pyrimidin-4-yl)aminomethyl)benzenesulfonamide octyl-salicylate (2-ethylhexyl-salicylate) C(C)C(COC=1C(C(=O)O)=CC=CC1)CCCC.C(CCCCCCC)OC=1C(C(=O)O)=CC=CC1.COC(=O)CSC1=NC(=C2C(=N1)N(N=C2)C)NCC2=CC=C(C=C2)S(=O)(=O)N